1-(1-(4-(3-hydroxynaphthalen-1-yl)-1,6-naphthyridin-8-yl)azetidin-3-yl)prop-2-en-1-one OC=1C=C(C2=CC=CC=C2C1)C1=CC=NC2=C(C=NC=C12)N1CC(C1)C(C=C)=O